(Z)-2-[4-(1,2-diphenyl-but-1-enyl)phenoxy]-N,N-dimethylethylamine C1(=CC=CC=C1)/C(=C(\CC)/C1=CC=CC=C1)/C1=CC=C(OCCN(C)C)C=C1